C(C)(C)(C)[S@@](=O)N[C@@H](CC(=O)OC)C1=NC(=CC(=C1)B1OC(C(O1)(CC)CC)(CC)CC)Cl methyl (S)-3-(((R)-tert-butylsulfinyl)amino)-3-(6-chloro-4-(4,4,5,5-tetraethyl-1,3,2-dioxaborolan-2-yl)pyridin-2-yl)propanoate